tert-butyl (2S,3S)-2-[allyl(m-tolyl)carbamoyl]-3-[tert-butyl(dimethyl)silyl]oxy-pyrrolidine-1-carboxylate C(C=C)N(C(=O)[C@H]1N(CC[C@@H]1O[Si](C)(C)C(C)(C)C)C(=O)OC(C)(C)C)C=1C=C(C=CC1)C